BrC=1C=C(C(=O)N/N=C(\C)/C2=NC=CC=C2)C=CC1 (E)-3-bromo-N'-(1-(pyridin-2-yl)ethylidene)benzohydrazide